F[C@@H]1CN(C[C@H](C1)NC1=NC=CC(=N1)C1=C(N=C(S1)C)OC1=CC=C(C2=CC=CC=C12)S(NCC(F)(F)F)(=O)=O)C(=O)OC(C)(C)C tert-butyl (3S,5S)-3-fluoro-5-[[4-[2-methyl-4-[[4-(2,2,2-trifluoroethylsulfamoyl)-1-naphthyl]oxy]thiazol-5-yl]pyrimidin-2-yl]amino]piperidine-1-carboxylate